N-(1-(3-Aminophenyl)-2-(tert-butylamino)-2-oxoethyl)-N-(4-(hydroxymethyl)-phenyl)propiolamide NC=1C=C(C=CC1)C(C(=O)NC(C)(C)C)N(C(C#C)=O)C1=CC=C(C=C1)CO